ClC1=C(C=CC=C1CO)N1N=NC2=C1C=C(C=C2)C#N 2-chloro-3-(hydroxymethyl)phenyl-1H-benzo[d][1,2,3]triazol-6-carbonitrile